N-(4-(dimethylamino)phenyl)-7-(4-fluorophenyl)pyrazolo[1,5-a]pyrimidine-2-carboxamide CN(C1=CC=C(C=C1)NC(=O)C1=NN2C(N=CC=C2C2=CC=C(C=C2)F)=C1)C